C1(=CC=C(C=C1)N1C(=NC=C1)SCC1=CC=C(C=C1)SC)C 1-(p-tolyl)-2-((4-(methylthio)benzyl)thio)-1H-imidazole